C(C)(C)(C)OC(=O)N1C[C@]([C@@H](CC1)OC)(C)O (cis)-3-hydroxy-4-methoxy-3-methylpiperidine-1-carboxylic acid tert-butyl ester